5-[(4-Fluorophenyl)methoxy]-1-(4-methylfuran-3-carbonyl)-3-[1-(morpholin-4-carbonyl)-3-(trifluoromethyl)azetidin-2-yl]-1H-pyrazol-4-carbonitril FC1=CC=C(C=C1)COC1=C(C(=NN1C(=O)C1=COC=C1C)C1N(CC1C(F)(F)F)C(=O)N1CCOCC1)C#N